7-Methyl-4-((R)-3-(methylamino)pyrrolidin-1-yl)-6,7,8,9-tetrahydropyrimido[5,4-b][1,4]oxazepin-2-amine ditrifluoroacetic acid salt FC(C(=O)O)(F)F.FC(C(=O)O)(F)F.CC1CNC2=C(OC1)C(=NC(=N2)N)N2C[C@@H](CC2)NC